N-benzyl-4-(4-ethylphenyl)phthalazin-1-amine C(C1=CC=CC=C1)NC1=NN=C(C2=CC=CC=C12)C1=CC=C(C=C1)CC